N-ethyl-N-(2-fluorophenyl)-2,4-dihydroxy-5-isopropylbenzamide C(C)N(C(C1=C(C=C(C(=C1)C(C)C)O)O)=O)C1=C(C=CC=C1)F